NC1CCC(CC1)NC(C1=C(C=C(C=C1)NC=1C=2N(C=CN1)C(=CN2)C2=C(C(=C(C=C2)OC)F)F)CC)=O N-(4-Aminocyclohexyl)-4-[[3-(2,3-difluoro-4-methoxyphenyl)imidazo[1,2-a]pyrazin-8-yl]amino]-2-ethylbenzamid